C1(CC1)C1=C(C=CC=C1)C1=CC(=C(C=C1)C1CN(CC1)C(=O)C1=NC(=CN=C1)OC)CO [3-(2'-Cyclopropyl-3-hydroxymethyl-biphenyl-4-yl)-pyrrolidin-1-yl]-(6-methoxy-pyrazin-2-yl)-methanone